2-(dimethoxymethyl)-1,8-naphthyridine COC(C1=NC2=NC=CC=C2C=C1)OC